methyl 4-((4-((3-hydroxy-4-methylphenyl)carbamoyl)piperidin-1-yl) sulfonyl)-1-methyl-1H-pyrrole-2-carboxylate OC=1C=C(C=CC1C)NC(=O)C1CCN(CC1)S(=O)(=O)C=1C=C(N(C1)C)C(=O)OC